(Propan-2-yl)[(2,3,4,5-tetrahydro-1H-1-benzazepin-5-yl)methyl]amine hydrochloride Cl.CC(C)NCC1CCCNC2=C1C=CC=C2